methyl 3-(1H-indazol-3-yl)-2-[[(2S)-2-[(4-methoxy-1H-indole-2-carbonyl)amino]-4-methyl-pentanoyl]amino]propanoate N1N=C(C2=CC=CC=C12)CC(C(=O)OC)NC([C@H](CC(C)C)NC(=O)C=1NC2=CC=CC(=C2C1)OC)=O